FC=1C=C(C=NC1)[C@H]([C@H]1CC(N1C(=O)OC(C)(C)C)(C)C)O tert-Butyl (R)-4-((R)-(5-fluoropyridin-3-yl)(hydroxy)methyl)-2,2-dimethylazetidine-1-carboxylate